NOC(C(C)C)C=1C(=NC2=C(C=CC(=C2C1O)Cl)Br)S(=O)CC1=NOC(=C1)C 3-(1-(aminooxy)-2-methylpropyl)-8-bromo-5-chloro-2-(((5-methylisoxazol-3-yl)methyl)sulfinyl)quinolin-4-ol